ClC=1N=C(C2=C(N1)CCC2)C2=CC=C1CN(C(C1=C2)=O)C 6-(2-chloro-6,7-dihydro-5H-cyclopenta[d]pyrimidin-4-yl)-2-methyl-isoindolin-1-one